2-(OXOLAN-3-YLOXY)ACETALDEHYDE O1CC(CC1)OCC=O